C(C)(C)(C)C1=C(C=CC=C1)O 2-tert.-Butyl-phenol